Methyl 3-(8-bromo-6,7-dimethoxy-3-oxo-1,3-dihydro-2H-benzo[4,5]thieno[2,3-c]pyrrol-2-yl)propanoate BrC1=C(C(=CC2=C1C1=C(C(N(C1)CCC(=O)OC)=O)S2)OC)OC